1-N-(4-(2-aminopyrimidin-4-yl)phenyl)-4-fluorobenzamide NC1=NC=CC(=N1)C1=CC=C(C=C1)NC(C1=CC=C(C=C1)F)=O